2-(cyclopropylamino)-8-(4-(difluoromethoxy)phenyl)-6-(2-(2-hydroxypropyl)-2H-indazol-5-yl)pteridin-7(8H)-one C1(CC1)NC1=NC=2N(C(C(=NC2C=N1)C1=CC2=CN(N=C2C=C1)CC(C)O)=O)C1=CC=C(C=C1)OC(F)F